COC(=O)C=1C=C(C=2N(C1NC1=C(C=C(C=C1)I)F)C=NC2)C=O 5-(2-fluoro-4-iodoanilino)-8-formylimidazo[1,5-a]Pyridine-6-carboxylic acid methyl ester